Methyl Eicosenoate CCCCCCCCCCCCCCCCC/C=C\C(=O)OC